FC(OC1=C(CNC=2C(=CC=C(C2)C=2C=NC(=CC2)OC)N)C=CC=C1)F N1-[2-(Difluoromethoxy)benzyl]-5-(6-methoxypyridin-3-yl)benzene-1,2-diamine